4-[2-(3,4-dimethoxyphenyl)ethyl]resorcinol COC=1C=C(C=CC1OC)CCC1=C(C=C(O)C=C1)O